Cl.NC1C(CN(CC1)C1=NC=C(C=N1)C(F)(F)F)O 4-amino-1-(5-(trifluoromethyl)pyrimidin-2-yl)piperidin-3-ol hydrochloride